O(C1=CC=CC=C1)NP([O-])(=O)N phenoxy-phosphorodiamidate